(4-amino-7-fluoro-3-methylimidazo[1,5-a]quinoxalin-8-yl)((2R,4aS,9aR)-2-methyl-7-(trifluoromethyl)-2,3,9,9a-tetrahydroindeno[2,1-b][1,4]oxazin-4(4aH)-yl)methanone NC=1C=2N(C3=CC(=C(C=C3N1)F)C(=O)N1[C@@H]3[C@H](O[C@@H](C1)C)CC=1C=C(C=CC13)C(F)(F)F)C=NC2C